B([O-])([O-])[O-].[Na+].[Na+].[Na+] tri-sodium borate